FC(C(=O)O)(F)F.FC(C(=O)O)(F)F.C1NCC12CC(C2)OC=2C(C=C(OC2)CN2CC1=CC=CC=C1CC2)=O 5-((2-Azaspiro[3.3]heptan-6-yl)oxy)-2-((3,4-dihydroisoquinolin-2(1H)-yl)methyl)-4H-pyran-4-one di-trifluoroacetate